2,2-difluoro-2-(4-(1-(4-(trifluoromethoxy)phenyl)-1H-1,2,4-triazol-3-yl)phenyl)ethan-1-ol FC(CO)(C1=CC=C(C=C1)C1=NN(C=N1)C1=CC=C(C=C1)OC(F)(F)F)F